FC(C(=O)O)(F)F.FC(O[C@@H]1C[C@]2(CCCN2C1)CO)(F)F ((2R,7aR)-2-(trifluoromethoxy)tetrahydro-1H-pyrrolizin-7a(5H)-yl)methanol trifluoroacetic acid salt